FC(C1=NN=C(O1)C=1C=CC(=NC1)CN1C(N(C2=C1C=C(C=C2)C(F)(F)F)C2CCN(CC2)C)=O)F 3-((5-(5-(difluoromethyl)-1,3,4-oxadiazole-2-yl)pyridine-2-yl)methyl)-1-(1-methylpiperidine-4-yl)-5-(trifluoromethyl)-1,3-dihydro-2H-benzo[d]imidazole-2-one